bromo-1,2-phenylenediamine BrNC1=C(C=CC=C1)N